(S)-1-(1-(Trifluoromethyl)-2,7-diazaspiro[3.5]nonan-2-yl)prop-2-en-1-one FC([C@H]1N(CC12CCNCC2)C(C=C)=O)(F)F